tert-butyl (2S)-2-[[(4-cyanopyridin-3-yl)oxy]methyl]pyrrolidine-1-carboxylate C(#N)C1=C(C=NC=C1)OC[C@H]1N(CCC1)C(=O)OC(C)(C)C